OC1=CC=C2C[C@H](COC2=C1)NC(OCC1=CC=CC=C1)=O Benzyl (R)-(7-hydroxychroman-3-yl)carbamate